2-[(diphenylmethylene)amino]acetic acid ethyl ester C(C)OC(CN=C(C1=CC=CC=C1)C1=CC=CC=C1)=O